3-[4-[[4-[2-(cyclopentylamino)-4-methyl-thiazol-5-yl]pyrimidin-2-yl]amino]phenyl]piperidine C1(CCCC1)NC=1SC(=C(N1)C)C1=NC(=NC=C1)NC1=CC=C(C=C1)C1CNCCC1